CC1OC2(OC1)CC1=C(C=C(S1)N(CC1=C(C=CC=C1)C)C(C)=O)CC2 Methyl-2-[acetyl(2-methylbenzyl)amino]-4,7-dihydro-5H-spiro[1-benzothiophene-6,2'-[1,3]dioxolane]